FC=1C=C(C=CC1)N(C(N(C)C1=CC=2OC(C(=CC2S1)C(=O)O)=O)=O)C 2-(3-(3-fluorophenyl)-1,3-dimethylureido)-5-oxo-5H-thieno[3,2-b]pyran-6-carboxylic acid